FC1=C(C(=C(C(=C1C=1C2=CC=C(N2)C(=C2C=CC(C(=C3C=CC(=C(C=4C=CC1N4)C4=C(C(=C(C(=C4F)F)F)F)F)N3)C3=C(C(=C(C(=C3F)F)F)F)F)=N2)C2=C(C(=C(C(=C2F)F)F)F)F)F)F)F)F 5,10,15,20-tetra(pentafluorophenyl)porphyrin